CC1=NN(C(=C1)O)C1=CC=CC=C1 3-Methyl-1-phenyl-1H-pyrazol-5-ol